9-heptadecyl-8-(((1S,3S)-3-hydroxycyclohexyl)amino)octanoate CCCCCCCCC(CCCCCCCC)OC(CCCCCCCN[C@@H]1C[C@H](CCC1)O)=O